3-(5-((4-(4-amino-3-(4-phenoxyphenyl)-1H-pyrazolo[3,4-d]pyrimidin-1-yl)-3-fluoropiperidin-1-yl)methyl)-7-fluoro-1-oxoisoindolin-2-yl)piperidine-2,6-dione NC1=C2C(=NC=N1)N(N=C2C2=CC=C(C=C2)OC2=CC=CC=C2)C2C(CN(CC2)CC=2C=C1CN(C(C1=C(C2)F)=O)C2C(NC(CC2)=O)=O)F